ClCC=1C=C(CN2CCC(CC2)(O)C=2C=C3CN(C(C3=CC2)=O)C2C(NC(CC2)=O)=O)C=CC1 3-(5-(1-(3-(chloromethyl)benzyl)-4-hydroxypiperidin-4-yl)-1-oxoisoindolin-2-yl)piperidine-2,6-dione